2-bromo-6-(cyanomethyl)-3-fluoro-benzonitrile BrC1=C(C#N)C(=CC=C1F)CC#N